(3R,4R)-4-((tert-butyldiphenylsilyl)oxy)-3-((3R,4S)-3-fluoro-4-hydroxypiperidin-1-yl)tetrahydrofuran-3-carbonitrile [Si](C1=CC=CC=C1)(C1=CC=CC=C1)(C(C)(C)C)O[C@@H]1[C@](COC1)(C#N)N1C[C@H]([C@H](CC1)O)F